2-(4-hydroxy-2-methylphenyl)-5-methoxy-4H-chromen-4-one OC1=CC(=C(C=C1)C=1OC2=CC=CC(=C2C(C1)=O)OC)C